[C].FC(C1=CC=C(C=C1)N=C1SC=C(N1)C1=C(C=CC=C1)F)(F)F 2-(4-trifluoromethylphenyl-imino)-4-(2-fluorophenyl)thiazole carbon